2-(3-(5-(5-((4-((1H-pyrazol-4-yl)methyl)-6-fluoro-1-(phenylsulfonyl)-1H-indol-5-yl)oxy)-2-fluorophenyl)-1H-pyrazol-1-yl)-3-(3-bromophenyl)propoxy)-2-methylpropan-1-ol N1N=CC(=C1)CC1=C2C=CN(C2=CC(=C1OC=1C=CC(=C(C1)C1=CC=NN1C(CCOC(CO)(C)C)C1=CC(=CC=C1)Br)F)F)S(=O)(=O)C1=CC=CC=C1